(E)-6-chloro-N-((dimethylamino)methylene)-5-methoxy-1-methyl-1H-pyrrolo[3,2-b]pyridine-2-carboxamide ClC=1C=C2C(=NC1OC)C=C(N2C)C(=O)/N=C/N(C)C